(S)-tert-butyl 2,2-dimethyl-4-((S)-1-(methylsulfonyloxy) hex-4-en-3-yl)Oxazolidin-3-carboxylate CC1(OC[C@@H](N1C(=O)OC(C)(C)C)[C@@H](CCOS(=O)(=O)C)C=CC)C